1-(cyclohexylmethyl)-N-(4-piperazin-1-yl-6-pyrrolidin-1-ylpyrimidin-2-yl)-1H-pyrazolo[4,3-c]pyridin-6-amine C1(CCCCC1)CN1N=CC=2C=NC(=CC21)NC2=NC(=CC(=N2)N2CCNCC2)N2CCCC2